(1-{2-[(2-fluoro-4-iodophenyl)amino]thieno[2,3-b]pyridine-3-carbonyl}-(3R)-pyrrolidin-3-yl)carbamic acid tert-butyl ester C(C)(C)(C)OC(N[C@H]1CN(CC1)C(=O)C1=C(SC2=NC=CC=C21)NC2=C(C=C(C=C2)I)F)=O